di-tert-Butyl (2S,3R,4S)-4-hydroxypyrrolidine-1,2-dicarboxylate O[C@H]1C[C@H](N(C1)C(=O)OC(C)(C)C)C(=O)OC(C)(C)C